2-({6-[(1,3-Benzothiazol-2-yl)amino]-5-methylpyridazin-3-yl}(4-phosphonobutyl)amino)-5-(3-{4-[3-(dimethylamino)prop-1-yn-1-yl]-2-fluorophenoxy}propyl)-1,3-thiazole-4-carboxylic acid S1C(=NC2=C1C=CC=C2)NC2=C(C=C(N=N2)N(C=2SC(=C(N2)C(=O)O)CCCOC2=C(C=C(C=C2)C#CCN(C)C)F)CCCCP(=O)(O)O)C